C(#N)C=1C=CC=C2NC[C@@H](NC12)[C@@H](C1=CC(=CC=C1)F)NC[C@@H](C)C=1C=C(C=CC1)CC(=O)O 2-(3-((S)-1-(((R)-((R)-8-cyano-1,2,3,4-tetrahydroquinoxalin-2-yl)(3-fluorophenyl)methyl)amino)propan-2-yl)phenyl)acetic acid